C[Si](C=CB(O)O)(C)C 2-(trimethylsilyl)vinylboronic acid